(1-(2-hydroxy-2-methylpropyl)-1H-pyrazol-4-yl)-8-(imidazo[1,5-a]pyridin-7-yl)-1-isopropyl-3-methyl-3,6-dihydroimidazo[4,5-d]pyrrolo[2,3-b]pyridin-2(1H)-one OC(CN1N=CC(=C1)C1=C2C(=C3C(=N1)NC=C3C3=CC=1N(C=C3)C=NC1)N(C(N2C)=O)C(C)C)(C)C